6-((3R,4S)-4-((S)-3-(3,5-difluorophenyl)isoxazolidine-2-carbonyl)-3-fluoropiperidin-1-yl)-N,N-dimethyl-pyrimidine-4-carboxamide FC=1C=C(C=C(C1)F)[C@H]1N(OCC1)C(=O)[C@H]1[C@H](CN(CC1)C1=CC(=NC=N1)C(=O)N(C)C)F